tert-butyloxycarbonyl-2-amino-6-azaspiro[3.4]octane C(C)(C)(C)OC(=O)C1C(CC12CNCC2)N